(2-(2,6-dioxopiperidin-3-yl)-3-oxoisoindolin-5-yl)methyl(2-phenylpyridin-4-yl)carbamate O=C1NC(CCC1N1CC2=CC=C(C=C2C1=O)OC(N(C1=CC(=NC=C1)C1=CC=CC=C1)C)=O)=O